FC1=C(C(=O)N2C3(CC3)CN(CC2)C=2C(=CC(=NC2)N)OC)C=C(C(=C1)OC1=CC=C(C=C1)F)F 5-{4-[2,5-Difluoro-4-(4-fluorophenoxy)benzoyl]-4,7-diazaspiro[2.5]octan-7-yl}-4-methoxypyridin-2-amine